CC=1C=C(C=C(C1)C)NC1=NC=C(C(=N1)N)F N2-(3,5-dimethylphenyl)-5-fluoro-2,4-pyrimidinediamine